N1(CCCC1)C(=O)C1=CN=C(S1)C=1C=NC=CN1 3-[5-(Pyrrolidine-1-carbonyl)-1,3-thiazol-2-yl]pyrazin